(3-((2-((2-methoxy-5-(1-methyl-1H-pyrazol-4-yl)-4-(4-methylpiperazin-1-yl)phenyl)amino)-7H-pyrrolo[2,3-d]pyrimidin-4-yl)amino)quinolin-4-yl)dimethyl-phosphine oxide COC1=C(C=C(C(=C1)N1CCN(CC1)C)C=1C=NN(C1)C)NC=1N=C(C2=C(N1)NC=C2)NC=2C=NC1=CC=CC=C1C2P(C)(C)=O